1-(2-phenyl-1,3-dioxolan-2-yl)-2-(4-(trifluoromethyl)phenyl)-ethane C1(=CC=CC=C1)C1(OCCO1)CCC1=CC=C(C=C1)C(F)(F)F